3,3-difluoro-N-hydroxycyclobutane-1-carboxamide FC1(CC(C1)C(=O)NO)F